N(=C=S)C1=CC(=C(C#N)C=C1)C(F)(F)F 4-isothiocyano-2-(trifluoromethyl)benzonitrile